fluoro-17α,21-dihydroxy-16α-methylpregn-4,9(11)-diene-3,20-dione FC(C([C@]1([C@@H](C[C@H]2[C@@H]3CCC4=CC(CC[C@]4(C)C3=CC[C@]12C)=O)C)O)=O)O